N1C(CNCC1)CO piperazin-2-ylmethanol